2-(2-oxabicyclo[2.1.1]hex-4-yl)-6-isopropoxy-N-(1-((1s,2r)-2-methylcyclopropyl)-2-oxo-1,2-dihydropyridin-3-yl)-2H-pyrazolo[3,4-b]pyridine-5-carboxamide C12OCC(C1)(C2)N2N=C1N=C(C(=CC1=C2)C(=O)NC=2C(N(C=CC2)[C@@H]2[C@@H](C2)C)=O)OC(C)C